C(C)(C)(C)OC(=O)N1C=NC(=C1)C(C(=O)OC)(C)NC(=O)OC(C)(C)C 4-{2-[(tert-Butoxycarbonyl)amino]-1-methoxy-1-oxopropan-2-yl}-1H-imidazole-1-carboxylic acid tert-butyl ester